C(C)OC(=O)C1(CC2=C(C=NC=C2F)C1)C(=O)OCC 4-fluoro-5,7-dihydrocyclopenta[c]pyridine-6,6-dicarboxylic acid diethyl ester